difluoro-2,3-bis(trifluoromethyl)oxirane FC1(C(O1)(C(F)(F)F)F)C(F)(F)F